CC1C(O1)(C1=CC=C(C=C1)C(F)(F)F)C1=CC=C(C=C1)C(F)(F)F Methyl-2,2-bis(4-(trifluoromethyl)phenyl)oxirane